(E)-3-(1H-Indazol-6-yl)-N-(2-methyl-2,3-dihydro-1H-inden-1-yl)acrylamid N1N=CC2=CC=C(C=C12)/C=C/C(=O)NC1C(CC2=CC=CC=C12)C